FC=1C=CC(=NC1)C1=NN2C(COCC2)=C1C1=C2C(=NC=C1)NN=C2 2-(5-fluoro-2-pyridinyl)-3-(1H-pyrazolo[3,4-b]pyridin-4-yl)-6,7-dihydro-4H-pyrazolo[5,1-c][1,4]oxazine